OC1=C(C(=O)O)C=C(C=C1C(=O)O)O 2,5-dihydroxyisophthalic acid